C(C)(=O)N[C@@H](CSCC1=CC=CC=C1)C(=O)O N-acetyl-S-(benzyl)-L-cysteine